5-([1,1'-biphenyl]-4-carboxamido)-1H-imidazole-4-carboxamide C1(=CC=C(C=C1)C(=O)NC1=C(N=CN1)C(=O)N)C1=CC=CC=C1